N-(tert-butoxycarbonyl)-S-(2-((2r,5S)-5-(tert-butoxycarbonyl)pyrrolidin-2-yl)ethyl)-L-cysteine C(C)(C)(C)OC(=O)N[C@@H](CSCC[C@@H]1N[C@@H](CC1)C(=O)OC(C)(C)C)C(=O)O